1-((1RS,3SR)-5'-Bromo-4'-chloro-1',2'-dihydrospiro[cyclopentane-1,3'-pyrrolo[2,3-b]pyridin]-3-yl)pyrrolidin-2-one BrC=1C(=C2C(=NC1)NC[C@]21C[C@H](CC1)N1C(CCC1)=O)Cl |r|